C1(CCCCC1)N1C[C@@H](O[C@](C1)(CO[Si](C(C)C)(C(C)C)C(C)C)CO)N1C(NC(C(=C1)C)=O)=O 1-[(2R,6S)-4-cyclohexyl-6-(hydroxymethyl)-6-(triisopropylsilyloxymethyl)-morpholin-2-yl]-5-methyl-pyrimidine-2,4-dione